Cl.NCC#CC1=C(C(=O)OC)C=C(C=C1)N1CCN(CC1)C(C[C@H]1C=2N(C3=C(C(=N1)C1=CC=C(C=C1)Cl)C(=C(S3)C)C)C(=NN2)C)=O methyl (S)-2-(3-aminoprop-1-yn-1-yl)-5-(4-(2-(4-(4-chlorophenyl)-2,3,9-trimethyl-6H-thieno[3,2-f][1,2,4]triazolo[4,3-a][1,4]diazepin-6-yl)acetyl)piperazin-1-yl)benzoate hydrochloride